ClCCC1C2C=CC(C1)C2 5-(2-chloroethyl)bicyclo[2.2.1]hept-2-ene